N-(6-(5-chloro-6-fluoro-7-(methylthio)-1H-indazol-4-yl)imidazo[1,2-a]pyrazin-2-yl)-2-fluorocyclopropane-1-carboxamide ClC=1C(=C2C=NNC2=C(C1F)SC)C=1N=CC=2N(C1)C=C(N2)NC(=O)C2C(C2)F